2-(4-methoxyphenyl)-N-methyl-3-oxo-N-(m-tolyl)isoindoline-1-carboxamide COC1=CC=C(C=C1)N1C(C2=CC=CC=C2C1=O)C(=O)N(C=1C=C(C=CC1)C)C